(2s,4s)-N2-(3-chloro-4-fluorophenyl)-N4-(3-cyano-1-methyl-1H-pyrazol-4-yl)-N2-methyl-1-(6-methyl-4-(trifluoromethyl)pyridin-2-yl)pyrrolidine-2,4-dicarboxamide ClC=1C=C(C=CC1F)N(C(=O)[C@H]1N(C[C@H](C1)C(=O)NC=1C(=NN(C1)C)C#N)C1=NC(=CC(=C1)C(F)(F)F)C)C